BrC=1C=C(N)C=C(C1F)C(F)(F)F 3-Bromo-4-fluoro-5-trifluoromethylaniline